S1C(=CC=C1)C(=O)[O-] thiophene-2-carboxylate